2-methyl-4-[(3-phenylpropyl)amino]butan-1-ol CC(CO)CCNCCCC1=CC=CC=C1